N1C=NC=C1COC1=CN=C(C=C1C=O)OC 5-((1H-imidazol-5-yl)methoxy)-2-methoxyisonicotinaldehyde